C1(CC1)C1/C(/CNC1)=C/C=1C(=C(C(=CC1)O)N1CC(NS1(=O)=O)=O)F (Z)-5-(3-((4-cyclopropylpyrrolidin-3-ylidene)methyl)-2-fluoro-6-hydroxyphenyl)-1,2,5-thiadiazolidin-3-one 1,1-dioxide